perfluoro isopropyl-ethyl ether C(C)(C)C(C)OF